C[C@@H](CCOCC=O)CCC=C(C)C |r| (+-)-(3,7-DIMETHYL-6-OCTENYLOXY)ACETALDEHYDE